(2R,3R,4R,5R,6R)-5-azido-2-(azidomethyl)-3-benzyloxy-4-fluoro-6-(p-tolylsulfanyl)tetrahydropyran N(=[N+]=[N-])[C@@H]1[C@H]([C@@H]([C@H](O[C@@H]1SC1=CC=C(C=C1)C)CN=[N+]=[N-])OCC1=CC=CC=C1)F